((2R,3R,4S,5R)-3,4,5,6-tetrahydroxytetrahydro-2H-pyran-2-yl)methyl 3,6-dichloro-2-methoxybenzoate ClC=1C(=C(C(=O)OC[C@H]2OC([C@@H]([C@H]([C@H]2O)O)O)O)C(=CC1)Cl)OC